Ethyl 2-[[(3E)-3-(3,4-dimethoxyphenyl)imino-5,5-dimethyl-cyclohexen-1-yl]amino]acetate COC=1C=C(C=CC1OC)\N=C/1\C=C(CC(C1)(C)C)NCC(=O)OCC